12-(2-Methoxyethyl)-7,7-dimethyl-1,2,3,6,7,10,11,12,13,15b-decahydro-5H,9H-pyrido[4'',3'':4',5']thieno[2',3':4,5]pyrimido[1,2-a]pyrrolo[2,1-c][1,4]diazepine-5,9-dione COCCN1CC2=C(C3=C(N=C4N(C(CC(N5C4CCC5)=O)(C)C)C3=O)S2)CC1